The molecule is a berberine alkaloid that is 5,8,13,13a-tetrahydro-6H-[1,3]dioxolo[4,5-g]isoquino[3,2-a]isoquinoline substituted by methoxy groups at positions 9 and 10. It is a berberine alkaloid, an organic heteropentacyclic compound, an aromatic ether and an oxacycle. COC1=C(C2=C(CC3C4=CC5=C(C=C4CCN3C2)OCO5)C=C1)OC